ClC=1C(=CC(=NC1)OC)C1=CC(=NN1)C(=O)N1C2C(C2C(CC1)C(=O)NCC1=CC(=CC=C1)Cl)(F)F 2-[5-(5-chloro-2-methoxypyridin-4-yl)-1H-pyrazole-3-carbonyl]-N-[(3-chlorophenyl)methyl]-7,7-difluoro-2-azabicyclo[4.1.0]heptane-5-carboxamide